(R)-5-(1-methyl-1H-imidazol-2-yl)-5-(3-oxo-3-(5-(trifluoromethyl)isoindolin-2-yl)propyl)imidazolidine-2,4-dione CN1C(=NC=C1)[C@@]1(C(NC(N1)=O)=O)CCC(N1CC2=CC=C(C=C2C1)C(F)(F)F)=O